1-Ethyl-3-(3-dimethylamino-propyl)-carbodiimide hydrochloride Cl.C(C)N=C=NCCCN(C)C